(2,6-dihydroxy-5'-methyl-4-pentyl-2'-(prop-1-en-2-yl)-[1,1'-biphenyl]-3-yl)(isoindolin-2-yl)methanone OC1=C(C(=CC(=C1C(=O)N1CC2=CC=CC=C2C1)CCCCC)O)C1=C(C=CC(=C1)C)C(=C)C